ClC=1C=NN(C1C(=O)NC1=NC=C(C=C1C)C#CC1=CC=CC=C1)[C@H]1CC=2N(CC1)N=CC2 4-chloro-N-[3-methyl-5-(phenylethynyl)pyridin-2-yl]-1-[(5R)-4,5,6,7-tetrahydropyrazolo[1,5-a]pyridin-5-yl]-1H-pyrazole-5-carboxamide